S1C2=C(C=C1C1C(C(OC1C1=CC(=CC=C1)Br)=O)=C)C=CC=C2 4-(benzo[b]thiophen-2-yl)-5-(3-bromophenyl)-3-methylenedihydrofuran-2(3H)-one